NC1(CCC1)C1=CC=C(C=C1)N1C(=NC=2C1=NC(=CC2)C=2C=C(CCNC(CCCCCNC1=C3C(N(C(C3=CC=C1)=O)C1C(NC(CC1)=O)=O)=O)=O)C=CC2)C=2C(=NC=CC2)N N-(3-(3-(4-(1-Aminocyclobutyl)phenyl)-2-(2-aminopyridin-3-yl)-3H-imidazo[4,5-b]pyridin-5-yl)phenethyl)-6-((2-(2,6-dioxopiperidin-3-yl)-1,3-dioxoisoindolin-4-yl)amino)hexanamid